Cl.ClC1=C(C(=O)NC2=C3C=NN(C3=CC=C2)C=2C=NC(=CC2)COC)C=C(C=C1)CNC(C(C)(C)C)=O 2-Chloro-5-{[(2,2-dimethylpropanoyl)amino]methyl}-N-{1-[6-(methoxymethyl)pyridin-3-yl]-1H-indazol-4-yl}benzamide hydrochloride